2,4-dioxo-1-(piperidin-4-ylmethyl)-1,2,3,4-tetrahydrothieno[2,3-d]pyrimidin-6-sulfonamide hydrochloride Cl.O=C1NC(C2=C(N1CC1CCNCC1)SC(=C2)S(=O)(=O)N)=O